NC(C(=O)O)C(C)C1=CC=CC=C1 2-AMINO-3-PHENYLBUTYRIC ACID